FC=1C=C(C=CC1)[C@@H](C)C=1N=C2N(N=C(C=C2)N)C1 (1R)-1-(3-fluorophenyl)ethyl-imidazo[1,2-b]pyridazin-6-amine